FN(C1=C(C=CC=C1)[N+](=O)[O-])C1=CC=C(C=C1)F fluoro-N-(4-fluorophenyl)-2-nitroaniline